3,3-dipropoxypropyl-magnesium chloride C(CC)OC(CC[Mg]Cl)OCCC